(R)-6-(4-fluoro-2-((5-methyl-2-(4-(trifluoromethyl)phenyl)-1H-imidazol-1-yl)methyl)phenoxy)-3-methylhexanoic acid FC1=CC(=C(OCCC[C@H](CC(=O)O)C)C=C1)CN1C(=NC=C1C)C1=CC=C(C=C1)C(F)(F)F